C(CC)(=O)OC=1C(=NC=CC1OC)C(N[C@@H](C)C1=NOC(=N1)C1=CC=C(C=C1)C(C)C)=O (S)-2-((1-(5-(4-isopropylphenyl)-1,2,4-oxadiazol-3-yl)ethyl)carbamoyl)-4-methoxypyridin-3-yl propionate